C1(CC1)C1=CC(=NC=2N1N=C(C2)C2=C(C=C(C=C2)N2CC(CCC2)CC(=O)N)F)C(=O)N2[C@@H](C1=CC=CC=C1CC2)C 2-[1-(4-{7-cyclopropyl-5-[(1R)-1-methyl-1,2,3,4-tetrahydroisoquinoline-2-carbonyl]-pyrazolo[1,5-a]pyrimidin-2-yl}-3-fluorophenyl)piperidin-3-yl]acetamide